2-(2-hydroxy-4-[1-octyloxycarbonyl]phenyl)-4,6-bis(4-phenylphenyl)-1,3,5-triazine OC1=C(C=CC(=C1)C(=O)OCCCCCCCC)C1=NC(=NC(=N1)C1=CC=C(C=C1)C1=CC=CC=C1)C1=CC=C(C=C1)C1=CC=CC=C1